Cl.C(C)N(CCC1=CC=CC2=CC=C(C=C12)OC)CC N,N-diethyl-2-(7-methoxynaphthalen-1-yl)ethan-1-amine hydrochloride